(Z)-N-(4-acetylphenyl)-2-cyano-3-hydroxy-3-(5-methylisoxazol-4-yl)prop-2-enamide C(C)(=O)C1=CC=C(C=C1)NC(\C(=C(\C=1C=NOC1C)/O)\C#N)=O